C(C1=CC=CC=C1)[C@@H]1CN(CCN1C1=NC=C2C(=N1)N(N=C2C2=C(C(=C(C(=C2)C(F)(F)F)F)O)F)C)C(CC#N)=O (R)-3-(3-Benzyl-4-(3-(2,4-difluoro-3-hydroxy-5-(trifluoromethyl)phenyl)-1-methyl-1H-pyrazolo[3,4-d]pyrimidin-6-yl)piperazin-1-yl)-3-oxopropanenitrile